OC(C(=O)OCCCCCCCCCCCC)CCCCCCCCCCCCCCCC.[Ca] calcium dodecyl hydroxystearate